5,7-Dihydro-2-methylthieno(3,4-d)pyrimidine CC=1N=CC2=C(N1)CSC2